NC1CCN(CC1)C1=C(C=NC2=CC=C(C=C12)C=1C(=C(C#N)C=CC1)OCOC)C1=CC(=CC(=C1)F)F 3-[4-(4-Aminopiperidin-1-yl)-3-(3,5-difluorophenyl)quinolin-6-yl]-2-(methoxymethoxy)benzonitrile